2-(piperazin-2-yl)acetic acid ethyl ester C(C)OC(CC1NCCNC1)=O